IC1=NN(C2=CC=CC(=C12)[N+](=O)[O-])C(=O)OC(C)(C)C tert-butyl 3-iodo-4-nitro-indazole-1-carboxylate